2,4,6-trifluorobenzyl-1,3,4,5,6,7,8,10-octahydro-2,6a-methano[1,4]diazonino[9,1,2-cd]indolizine-9-carboxamide FC1=C(CC2N3CCCCC4(CCC5=C(CC=C2N45)C(=O)N)C3)C(=CC(=C1)F)F